ethyl 2-(3-benzyloxybutylidene)acetate C(C1=CC=CC=C1)OC(CC=CC(=O)OCC)C